OC(C(C(C(=O)O)(O)O)(O)C(=O)O)C(=O)O.CNCN1C=C2C=CC=CC2=C1 N-methylaminomethyl-isoindole tris-hydroxycitrate